3,3-Dimethyl-2-(1H-pyrazol-1-yl)butanoic acid CC(C(C(=O)O)N1N=CC=C1)(C)C